tert-Butyl-3-[({(1R)-1-[1-benzyl-4-(2,5-difluorophenyl)-1H-imidazol-2-yl]-2,2-dimethylpropyl}amino)methyl]-4-[({[2-(trimethylsilyl)ethoxy]carbonyl}amino)methyl]pyrrolidin-1-carboxylat C(C)(C)(C)OC(=O)N1CC(C(C1)CNC(=O)OCC[Si](C)(C)C)CN[C@H](C(C)(C)C)C=1N(C=C(N1)C1=C(C=CC(=C1)F)F)CC1=CC=CC=C1